3-({[(1R)-6-bromo-1,2,3,4-tetrahydronaphthalen-1-yl]methyl}amino)pyridine-4-carboxylic acid methyl ester COC(=O)C1=C(C=NC=C1)NC[C@@H]1CCCC2=CC(=CC=C12)Br